CN1N=C(C=C1C)NC1=NC=C(C(=N1)C1=CNC2=C(C=CC=C12)NC(CN1C[C@H](CC1)OC1=CC(=CC=C1)F)=O)C (S)-N-(3-(2-((1,5-dimethyl-1H-pyrazol-3-yl)amino)-5-methylpyrimidin-4-yl)-1H-indol-7-yl)-2-(3-(3-fluorophenoxy)pyrrolidin-1-yl)acetamide